BrC=1C(=NC=C(C1)F)OC1CC1 3-bromo-2-(cyclopropoxy)-5-fluoro-pyridine